pentenyldiphosphate C(=CCCC)OP([O-])(=O)OP(=O)([O-])[O-]